O[C@@H]1C[C@H](N(C1)C([C@H](C(C)C)C1=CC(=NO1)N1CCC(CC1)=O)=O)C(=O)N[C@@H](C)C1=CC=C(C=C1)C1=C(N=CS1)C (2S,4R)-4-hydroxy-1-((R)-3-methyl-2-(3-(4-oxopiperidin-1-yl)isoxazol-5-yl)butanoyl)-N-((S)-1-(4-(4-methylthiazol-5-yl)phenyl)ethyl)pyrrolidine-2-carboxamide